bis(hexylbenzene) nickel [Ni].C(CCCCC)C1=CC=CC=C1.C(CCCCC)C1=CC=CC=C1